ClC=1C(=C(CNCCC2(CCOC3(C2)CCOCC3)C3=NC=C(C=C3)F)C=CC1)F N-(3-chloro-2-fluorobenzyl)-2-(4-(5-fluoropyridin-2-yl)-1,9-dioxaspiro[5.5]undecan-4-yl)ethane-1-amine